C(C)(C)(C)OC(=O)N1CC(C(CC1)CC(C)C)C(N(C)OC)=O 4-isobutyl-3-(methoxy(methyl)carbamoyl)piperidine-1-carboxylic acid tert-butyl ester